O1CCOCCN(CCOCCOCCN(CC1)CC1=NC=2C(=CC=C(C2C=C1)S(=O)(=O)O)O)CC1=NC=2C(=CC=C(C2C=C1)S(=O)(=O)O)O 2,2'-((1,4,10,13-tetraoxa-7,16-diazacyclooctadecane-7,16-diyl)bis(methylene))bis(8-hydroxyquinoline-5-sulfonic acid)